[Pd](Cl)Cl.ClC=1C=NC=CC1 3-chloropyridine palladium(II) dichloride